ClC=1C2=C(N=C(N1)SCCC)N(N=N2)[C@@H]2C[C@@H]([C@@H]1[C@H]2OC(O1)(C)C)OCCO 2-(((3aR,4S,6R,6aS)-6-(7-chloro-5-(propylthio)-3H-[1,2,3]triazolo[4,5-d]pyrimidin-3-yl)-2,2-dimethyltetrahydro-3aH-cyclopenta[d][1,3]dioxol-4-yl)oxy)ethanol